O1C(COCC1)CC(=O)N(C)OC 2-(1,4-Dioxane-2-yl)-N-methoxy-N-methylacetamide